8-(9,9-dimethyl-9H-fluoren-2-yl)-3-methoxy-6-methylcinnoline CC1(C2=CC=CC=C2C=2C=CC(=CC12)C=1C=C(C=C2C=C(N=NC12)OC)C)C